1-(4-(difluoromethyl)phenyl)-4-methyl-1H-1,2,3-triazol FC(C1=CC=C(C=C1)N1N=NC(=C1)C)F